(R*)-6-(cyclopropanecarboxamido)-4-((4-methoxy-1-methyl-5-(2,2,2-trifluoro-1-(methoxy-d3)ethyl)-1H-indazol-3-yl)amino)-N-(methyl-d3)nicotinamide C1(CC1)C(=O)NC1=NC=C(C(=O)NC([2H])([2H])[2H])C(=C1)NC1=NN(C2=CC=C(C(=C12)OC)[C@H](C(F)(F)F)OC([2H])([2H])[2H])C |o1:31|